2-[[7-[1-(azetidin-3-yl)-6-chloro-3,4-dihydro-2H-quinolin-8-yl]thieno[3,2-b]pyridin-2-yl]methyl]phthalazin-1-one, formic acid salt C(=O)O.N1CC(C1)N1CCCC2=CC(=CC(=C12)C1=C2C(=NC=C1)C=C(S2)CN2C(C1=CC=CC=C1C=N2)=O)Cl